The molecule is a carbamate ester obtained by the formal condensation of phenylcarbamic acid with the hydroxy group of N-ethyl-2-hydroxypropanamide. It has a role as a xenobiotic, an environmental contaminant and a herbicide. It is a carbamate ester and a monocarboxylic acid amide. It derives from a phenylcarbamic acid. CCNC(=O)[C@H](C)OC(=O)NC1=CC=CC=C1